2-oxo-2,5-dihydro-1H-pyrrole-3-carboxamide O=C1NCC=C1C(=O)N